C(C)(=O)OCC=1N=C2C(=NC1N1CCC3(CC1)OC1=C([C@H]3NC(=O)OC(C)(C)C)C=CC=C1)N(N=C2I)C2OCCCC2 (6-((R)-3-((tert-butoxycarbonyl)amino)-3H-spiro[benzofuran-2,4'-piperidin]-1'-yl)-3-iodo-1-(tetrahydro-2H-pyran-2-yl)-1H-pyrazolo[3,4-b]pyrazin-5-yl)methyl acetate